3,4,5-Trimethoxycinnamoylguanidin COC=1C=C(C=CC(=O)NC(=N)N)C=C(C1OC)OC